N[C@@H](CCC(=O)N[C@@H](CS)C(=O)NCC(=O)O)C(=O)O γ-L-glutamyl-L-cysteinylglycine